(RS)-2,4'-dichloro-α-(pyrimidin-5-yl)benzhydryl alcohol ClC1=C([C@@](C2=CC=C(C=C2)Cl)(C=2C=NC=NC2)O)C=CC=C1 |r|